2-(2-bromo-5-methoxyphenyl)-4,5-dihydroAzole BrC1=C(C=C(C=C1)OC)C=1NCCC1